tert-Butyl 3-(6-{(S)-[(4-methyl-1,2,5-oxadiazole-3-carbonyl)amino][4-(trifluoromethyl)-cyclohexyl]methyl}imidazo[1,2-b][1,2,4]triazin-3-yl)morpholine-4-carboxylate CC=1C(=NON1)C(=O)N[C@H](C=1N=C2N(N=CC(=N2)C2N(CCOC2)C(=O)OC(C)(C)C)C1)C1CCC(CC1)C(F)(F)F